10-(2-(2,6-dioxopiperidin-3-yl)-1-oxoisoindolin-4-yl)dec-9-ynal O=C1NC(CCC1N1C(C2=CC=CC(=C2C1)C#CCCCCCCCC=O)=O)=O